tert-butyl (2R)-2-[[tert-butyl(diphenyl)silyl]oxymethyl]-5-oxo-pyrrolidine-1-carboxylate [Si](C1=CC=CC=C1)(C1=CC=CC=C1)(C(C)(C)C)OC[C@@H]1N(C(CC1)=O)C(=O)OC(C)(C)C